OC[C@H]1C[C@H](N(C1)C(=O)OC(C)(C)C)C tert-butyl (2R,4S)-4-(hydroxymethyl)-2-methyl-pyrrolidine-1-carboxylate